(2,6-difluorophenyl)-4-((4-(piperidin-4-ylcarbamoyl)phenyl)amino)pyridazine-3-carboxamide FC1=C(C(=CC=C1)F)C=1C(=C(N=NC1)C(=O)N)NC1=CC=C(C=C1)C(NC1CCNCC1)=O